O=C(C(=O)OC(C)C)\C=C\C1=CC=CC=C1 isopropyl (E)-2-oxo-4-phenylbut-3-enoate